CC1(CC(=NC=C1)C1=NC=CC=C1)C 4,4-dimethyl-2,2'-bipyridine